C1(CC1)NC(C1=C(C=C(C(=C1)C=1C=NC(=C(C1)C1=CN=CO1)NCCO)C)F)=O N-cyclopropyl-2-fluoro-5-(6-((2-hydroxyethyl)amino)-5-(oxazol-5-yl)pyridin-3-yl)-4-methylbenzamide